[C].C(C1=CC=CC=C1)(=O)O benzoic acid carbon